(1S,2S)-N-methyl-2-(3-(4-hydroxylphenyl)-cyclopropanecarboxamido)morphinan CN1[C@H]2[C@@H]3CCCC[C@@]3(C=3C=CC(=CC3C2)NC(=O)[C@H]2CC2C2=CC=C(C=C2)O)CC1